CC1=CC(=CC(=N1)C1CN(C1)C(=O)OC(C)(C)C)C1=CC=C(C=C1)C tert-butyl 3-(6-methyl-4-(p-tolyl)pyridin-2-yl)azetidine-1-carboxylate